CN1N=C(C=C1C(=O)N[C@H](C)C1=CC(=NO1)C1=CC(=NC=C1)C(F)(F)F)C(F)(F)F 2-methyl-N-[(1R)-1-[3-[2-(trifluoromethyl)-4-pyridinyl]isoxazol-5-yl]ethyl]-5-(trifluoromethyl)pyrazole-3-carboxamide